C(C)(=O)OC1CC(CC(C1)C)(C)C 3,3,5-Trimethylcyclohexanol 1-acetat